(3,5-difluorophenyl)pent-4-enoic acid FC=1C=C(C=C(C1)F)C(C(=O)O)CC=C